fluoro-N2-(indol-6-yl)-2,4-pyrimidinediamine FC=1C(=NC(=NC1)NC1=CC=C2C=CNC2=C1)N